O=C(C(=O)N)CCCC(=O)N 2-oxohexanediamide